C1(CC1)CC1(C(OCC=2C(N3CCC(C3=CC21)=O)=O)=O)O 4-(Cyclopropylmethyl)-4-hydroxy-7,8-dihydro-1H-pyrano[3,4-f]indolizine-3,6,10(4H)-trione